3,3-dimethoxyazetidine COC1(CNC1)OC